(2S,3S)-N-(2-cyclohexyl-4-((4-(trifluoromethyl)benzyl)amino)phenyl)-2,3-difluoroheptanamide C1(CCCCC1)C1=C(C=CC(=C1)NCC1=CC=C(C=C1)C(F)(F)F)NC([C@@H]([C@H](CCCC)F)F)=O